C(C)OC(=O)C1=CN(C2=C(C(=C(C=C2C1=O)F)F)OC)C1CC1 1-cyclopropyl-6,7-difluoro-1,4-dihydro-8-methoxy-4-oxoquinoline-3-carboxylic acid ethyl ester